FC(C(=O)O)(F)F.ClC1=C(C=C(CC2=NN=C(O2)[C@@H]2CC[C@H](CC2)N)C=C1)F trans-4-(5-(4-chloro-3-fluorobenzyl)-1,3,4-oxadiazol-2-yl)cyclohexanamine 2,2,2-trifluoroacetate